Ethyl {[(E)-{2-chloro-5-[4-(1,1-difluoroethyl)-3-methyl-2,6-dioxo-3,6-dihydropyrimidin-1(2H)-yl]-4-fluorobenzylidene}amino]oxy}acetate ClC1=C(\C=N\OCC(=O)OCC)C=C(C(=C1)F)N1C(N(C(=CC1=O)C(C)(F)F)C)=O